(3S,4R)-1-(3,4,5-trimethoxyphenyl)-4-(3-hydroxy-4-methoxyphenyl)-3-[4-carboxybenzoyloxy]methylazetidin-2-one COC=1C=C(C=C(C1OC)OC)N1C([C@@H]([C@@H]1C1=CC(=C(C=C1)OC)O)COC(C1=CC=C(C=C1)C(=O)O)=O)=O